2-bromo-6-chloro-7-fluoro-5-methoxy-3-(1-(tetrahydro-2H-pyran-2-yl)-1H-pyrazol-4-yl)-1H-indole BrC=1NC2=C(C(=C(C=C2C1C=1C=NN(C1)C1OCCCC1)OC)Cl)F